C(C)(C)(C)OC(=O)NC1CC(CC(C1)C(=O)O)(OC)OC 5-((tert-butoxycarbonyl)amino)-3,3-dimethoxycyclohexane-1-carboxylic acid